1-(3-(trifluoromethyl)phenyl)cyclopropane-1-carboxylic acid FC(C=1C=C(C=CC1)C1(CC1)C(=O)O)(F)F